(R)-N-(3-(3,5-dimethylisoxazol-4-yl)-4-(2-(3-methoxypyrrolidin-1-yl)ethoxy)phenyl)cyclopropanecarboxamide CC1=NOC(=C1C=1C=C(C=CC1OCCN1C[C@@H](CC1)OC)NC(=O)C1CC1)C